CC1(CCC(CC1)=NNC(OC(C)(C)C)=O)C tert-Butyl N-[(4,4-dimethylcyclohexylidene)amino]carbamate